FC1=C(C=CC(=C1)C(F)(F)F)COC1CN(C1)C(=O)N1C[C@H]2NC(CN[C@H]2CC1)=O (4aR,8aS)-6-[3-[[2-Fluoro-4-(trifluoromethyl)phenyl]methoxy]azetidine-1-carbonyl]-1,2,4,4a,5,7,8,8a-octahydropyrido[3,4-b]pyrazin-3-one